FC1=C(C=CC(=C1)O)NC(OC(C)(C)C)=O tertbutyl (2-fluoro-4-hydroxyphenyl)carbamate